amino-succinic acid diethyl ester C(C)OC(C(CC(=O)OCC)N)=O